ethyl 2-(5-bromo-7-cyclobutyl-4-oxo-pyrrolo[2,1-f][1,2,4]triazin-3-yl)acetate BrC=1C=C(N2N=CN(C(C21)=O)CC(=O)OCC)C2CCC2